Oxycodon Hydrochloride Hydrate O.Cl.C1=CC(OC)=C2C=3[C@@]45[C@@H](O2)C(=O)CC[C@@]4(O)[C@@H](CC13)N(C)CC5